2-chloro-N-[(3R,4S)-4-fluoro-1-(1,3-thiazole-4-carbonyl)pyrrolidin-3-yl]benzamide ClC1=C(C(=O)N[C@@H]2CN(C[C@@H]2F)C(=O)C=2N=CSC2)C=CC=C1